Cl.Cl.C(C1=C(C(=O)OC([2H])([2H])C2=CC=C(C=C2)[C@H](C(=O)NC=2C=C3C=CN=CC3=CC2)CN)C=CC(=C1)C([2H])([2H])[2H])([2H])([2H])[2H] (S)-(4-(3-amino-1-(isoquinolin-6-ylamino)-1-oxopropan-2-yl)phenyl)methyl-d2 2,4-bis(methyl-d3)benzoate dihydrochloride